Fluoro-Phenyl-boronic acid FC1=C(C=CC=C1)B(O)O